2-(4-chlorophenyl)-4-[[ethylsulfonyl]oxy]-5-amino-3(2H)-furanone ClC1=CC=C(C=C1)C1OC(=C(C1=O)OS(=O)(=O)CC)N